NC1CCC(CC1)CC1CCC(CC1)N di[4-aminocyclohexyl]methane